2-oxabicyclo[3.3.0]oct-6-ene-3-one C12OC(CC2C=CC1)=O